1-[(1r,4r)-4-({2-[2,6-dioxopiperidin-3-yl]-1,3-dioxo-2,3-dihydro-1H-isoindol-4-yl}amino)cyclohexanecarbonyl]piperidine-4-carboxylic acid O=C1NC(CCC1N1C(C2=CC=CC(=C2C1=O)NC1CCC(CC1)C(=O)N1CCC(CC1)C(=O)O)=O)=O